trans-4-((4-(2-Cyclopropyloxazol-4-yl)pyridine-2-yl)-((trans-4-(4-meth-oxy-3-methyl-phenyl)cyclohexyl)-methyl)carbamoyl)-cyclohexyl (2-hydroxyethyl)carbamate OCCNC(O[C@@H]1CC[C@H](CC1)C(N(C[C@@H]1CC[C@H](CC1)C1=CC(=C(C=C1)OC)C)C1=NC=CC(=C1)C=1N=C(OC1)C1CC1)=O)=O